BrC1=CC=2N(C3=CC=C(C=C3C2C=C1)Cl)CCNC(OC(C)(C)C)=O tert-Butyl 2-(2-bromo-6-chloro-9H-carbazol-9-yl)ethylcarbamate